(3aR,11aS)-6,10-dimethyl-1-(6-methyl-4-(trifluoromethyl)pyridin-2-yl)-1,3a,4,5,10,11a-hexahydro-2H-benzo[b]pyrrolo[2,3-f][1,4]diazocine-2,11(3H)-dione CC1=CC=CC2=C1NC[C@@H]1[C@@H](C(N2C)=O)N(C(C1)=O)C1=NC(=CC(=C1)C(F)(F)F)C